FC(C(=O)NCCCC(CO)(CO)CCCNC(C(F)(F)F)=O)(F)F 2,2-Di-(3-trifluoroacetylaminopropyl)-1,3-propanediol